(E)-N-(4-(1-(6-(4-(7-(2-(2,6-dioxopiperidin-3-yl)-1-oxoisoindolin-4-yl)hept-6-yn-1-yl)piperazin-1-yl)pyridazine-3-carbonyl)piperidin-4-yl)butyl)-3-(pyridin-3-yl)acrylamide O=C1NC(CCC1N1C(C2=CC=CC(=C2C1)C#CCCCCCN1CCN(CC1)C1=CC=C(N=N1)C(=O)N1CCC(CC1)CCCCNC(\C=C\C=1C=NC=CC1)=O)=O)=O